ClC=1C=C(SC1)C=1C=CC(=NC1C)C1CN(CCO1)CC1CCCC1 2-(5-(4-chlorothiophen-2-yl)-6-methylpyridin-2-yl)-4-(cyclopentylmethyl)morpholine